3-chloro-N-(2,2,2-trifluoro-1-(4-fluorophenyl)ethyl)imidazo[1,2-a]pyridine-6-sulfonamide ClC1=CN=C2N1C=C(C=C2)S(=O)(=O)NC(C(F)(F)F)C2=CC=C(C=C2)F